(6-(fluoro(4-fluorophenyl)methyl)pyridin-3-yl)methylamine hydrochloride Cl.FC(C1=CC=C(C=N1)CN)C1=CC=C(C=C1)F